1-bromo-4,5-bis(chloromethyl)-2-methylbenzene BrC1=C(C=C(C(=C1)CCl)CCl)C